C(CCCCCCCCC(=O)[O-])(=O)OC1CC(N(C(C1)(C)C)C)(C)C 1,2,2,6,6-pentamethyl-4-piperidinyl sebacate